(S)-quinuclidin-3-yl (5-(3-fluoro-5-propoxyphenyl)-2,2-dimethyl-2,3-dihydro-1H-inden-1-yl)carbamat FC=1C=C(C=C(C1)OCCC)C=1C=C2CC(C(C2=CC1)NC(O[C@@H]1CN2CCC1CC2)=O)(C)C